methyl 1-butanesulfonate C(CCC)S(=O)(=O)OC